C1(CCCCC1)NN(NC1CCCCC1)CC N,N-dicyclohexylaminoethylamine